C(C)(C)N1CC(=NC=C1)C 4-isopropylmethylpyrazine